5-(2-(2-(2-((5-(5H-pyrido[4,3-b]indol-7-yl)pyridin-2-yl)oxy)ethoxy)ethoxy)ethoxy)-2-(2,6-dioxopiperidin-3-yl)isoindoline-1,3-dione C1=NC=CC=2NC=3C=C(C=CC3C21)C=2C=CC(=NC2)OCCOCCOCCOC=2C=C1C(N(C(C1=CC2)=O)C2C(NC(CC2)=O)=O)=O